1-(p-Tolyl)-10a-(trifluoromethyl)-2,3,10,10a-tetrahydroimidazo[1,2-b]isoquinolin-5(1H)-one C1(=CC=C(C=C1)N1CCN2C(C=3C=CC=CC3CC21C(F)(F)F)=O)C